3-[4-fluoro-1-(pyridin-3-ylmethyl)benzoimidazol-2-yl]-4-methyl-1,2,5-thiadiazole FC1=CC=CC=2N(C(=NC21)C2=NSN=C2C)CC=2C=NC=CC2